rel-(2R,3S,5R)-3-(3,4-difluoro-2-methoxyphenyl)-N-(2-(1,2-dihydroxyethyl)pyrimidin-5-yl)-5-methyl-5-(trifluoromethyl)tetrahydrofuran-2-carboxamide FC=1C(=C(C=CC1F)[C@H]1[C@@H](O[C@](C1)(C(F)(F)F)C)C(=O)NC=1C=NC(=NC1)C(CO)O)OC |o1:8,9,11|